C(C)S(=O)(=O)C=1C(=NC=CC1)N1C(C2=CC(=CC=C2C1)C(F)(F)F)=O 2-(3-ethylsulfonyl-2-pyridyl)-6-(trifluoromethyl)isoindolin-1-one